7-ethyl-5-(3-(methoxymethoxy)-4-(4,4,5,5-tetramethyl-1,3,2-dioxaborolan-2-yl)phenyl)-2-methyl-2H-pyrazolo[4,3-b]pyridine C(C)C=1C=2C(N=C(C1)C1=CC(=C(C=C1)B1OC(C(O1)(C)C)(C)C)OCOC)=CN(N2)C